4-amino-N-(4-(3-oxetanyl)benzyl)-N-((1R)-1-(2-pyrimidinyl)ethyl)-1,3-dihydrofuro[3,4-c]quinoline-8-carboxamide NC1=NC=2C=CC(=CC2C2=C1COC2)C(=O)N([C@H](C)C2=NC=CC=N2)CC2=CC=C(C=C2)C2COC2